C(C)(C)(C)OC(NC1=C(C=NN1C(F)F)Br)=O (4-bromo-1-(difluoromethyl)-1H-pyrazol-5-yl)carbamic acid tert-butyl ester